tert-butyl (N-((1-(7-(furan-2-yl)-7H-pyrrolo[2,3-d]pyrimidin-4-yl)piperidin-4-yl)methyl)sulfamoyl)carbamate O1C(=CC=C1)N1C=CC2=C1N=CN=C2N2CCC(CC2)CNS(=O)(=O)NC(OC(C)(C)C)=O